OC1=C(C=CC=C1)C1=NC=2C(=C3C(=NC2)NC=C3)N1[C@@H]1CC[C@H](CC1)C#N trans-4-(2-(2-Hydroxyphenyl)imidazo[4,5-d]pyrrolo[2,3-b]pyridin-1(6H)-yl)cyclohexanecarbonitrile